N-(4-bromo-3-methylbenzyl)-1-methyl-4-(2-(p-tolyl)-2H-pyrazolo[3,4-d]pyrimidin-4-yl)piperazine-2-carboxamide BrC1=C(C=C(CNC(=O)C2N(CCN(C2)C=2C=3C(N=CN2)=NN(C3)C3=CC=C(C=C3)C)C)C=C1)C